OC=1N(C2=CC=CC=C2C(C1C(=O)NC1=CC=NC=C1)=O)C 2-hydroxy-1-methyl-4-oxo-N-pyridin-4-ylquinoline-3-carboxamide